C(C1=CC=CC=C1)C1(CCN(CC1)C(=O)NC1=NC2=C(N1)C(=CC=C2N2CCOCC2)OC)O 4-benzyl-4-hydroxy-N-[7-methoxy-4-(morpholin-4-yl)-1H-1,3-benzodiazol-2-yl]piperidine-1-carboxamide